(S)-2-((4-(6-((5-cyanopyridin-2-yl)methoxy)pyrazin-2-yl)piperazin-1-yl)methyl)-1-(oxetane-2-ylmethyl)-1H-benzo[d]imidazole-6-carboxylic acid C(#N)C=1C=CC(=NC1)COC1=CN=CC(=N1)N1CCN(CC1)CC1=NC2=C(N1C[C@H]1OCC1)C=C(C=C2)C(=O)O